C(CCC)[C@@]1(CS(C2=C(N(C1)C1=CC=CC=C1)C=C(C(=C2)OC[C@](C(=O)O)(C)O)SC)(=O)=O)C (S)-3-(((S)-3-butyl-3-methyl-7-(methylsulfanyl)-1,1-dioxo-5-phenyl-2,3,4,5-tetrahydro-1,5-benzothiazepin-8-yl)oxy)-2-hydroxy-2-methylpropanoic acid